C=CCCCCCCCCCCCCCCCCCC α-eicosene